6-((4-(1H-Imidazol-1-yl)phenyl)amino)-7-chloroquinoline-5,8-dione N1(C=NC=C1)C1=CC=C(C=C1)NC=1C(C=2C=CC=NC2C(C1Cl)=O)=O